FC1(COCCC1N1C(=NC=2C=NC=3C=CC(=CC3C21)C#N)[C@@H]2C[C@@H](C2)F)F 1-(3,3-difluorotetrahydro-2H-pyran-4-yl)-2-(cis-3-fluorocyclobutyl)-1H-imidazo[4,5-c]quinoline-8-carbonitrile